FC=1C=C2C(=CNC(C2=CC1F)=O)[C@@H](C)N(C(=O)C=1C=C2C=CC=CN2C1)CC(C)C |r| Racemic-N-(1-(6,7-difluoro-1-oxo-1,2-dihydroisoquinolin-4-yl)ethyl)-N-isobutylindolizine-2-carboxamide